5-ethynyl-6-fluoronaphthalene-2-yl acetate C(C)(=O)OC1=CC2=CC=C(C(=C2C=C1)C#C)F